C(C)(C)N1N=C(N=C1C1CCC(CC1)N1[C@H](COCC1)C)C1=NC(=CC=C1)C(F)(F)F (S)-4-((1R,4S)-4-(1-isopropyl-3-(6-(trifluoromethyl)pyridin-2-yl)-1H-1,2,4-triazol-5-yl)cyclohexyl)-3-methylmorpholine